1'-(2-{[1-(3-hydroxy-3-methylcyclobutyl)-2-oxo-8-(trifluoromethyl)-1,2,3,4-tetrahydroquinazolin-6-yl]oxy}ethyl)-2-oxo-1,2-dihydrospiro[indole-3,4'-piperidine]-5-carbonitrile OC1(CC(C1)N1C(NCC2=CC(=CC(=C12)C(F)(F)F)OCCN1CCC2(CC1)C(NC1=CC=C(C=C12)C#N)=O)=O)C